FC1=C(C(=CC(=C1)OC)F)[C@H]1[C@@H](C(NC1)=O)NC=1OC(=NN1)C1=CC=C(C=C1)O (3s,4r)-4-(2,6-difluoro-4-methoxyphenyl)-3-((5-(4-hydroxyphenyl)-1,3,4-oxadiazol-2-yl)amino)pyrrolidin-2-one